FC1=CC=C2C(=CC=NC2=C1)N1CCN(CC1)C(=O)C1CN(C1)S(=O)(=O)C1=CC=C(C=C1)O (4-(7-fluoroquinolin-4-yl)piperazin-1-yl)(1-((4-hydroxyphenyl)sulfonyl)azetidin-3-yl)methanone